(R)-2-((1-(2-(3-azabicyclo[3.1.1]heptan-3-yl)-3,7-dimethyl-4-oxo-4H-pyrido[1,2-a]pyrimidin-9-yl)ethyl)amino)benzoic acid C12CN(CC(C1)C2)C=2N=C1N(C(C2C)=O)C=C(C=C1[C@@H](C)NC1=C(C(=O)O)C=CC=C1)C